N[C@@H](C)C1=CC=C(C=C1)NC1=NC=C(C(=N1)NCC1=C(C=CC=C1)N(S(=O)(=O)C)C)C(F)(F)F N-[2-({[2-({4-[(1S)-1-aminoethyl]phenyl}amino)-5-(trifluoromethyl)pyrimidin-4-yl]amino}methyl)phenyl]-N-methylmethanesulfonamide